(R)-3-methyl-4-(7-(1-methyl-1H-pyrazol-5-yl)-3-(1H-pyrazol-4-yl)pyrazolo[1,5-a]pyrimidin-5-yl)morpholine C[C@H]1N(CCOC1)C1=NC=2N(C(=C1)C1=CC=NN1C)N=CC2C=2C=NNC2